C(CCCCC)[Sn] hexyltin